N-[[5-(Aminomethyl)-1,3,4-oxadiazol-2-yl]methyl]-2-(2-chlorophenyl)sulfanyl-N-[(4-cyanophenyl)methyl]acetamide NCC1=NN=C(O1)CN(C(CSC1=C(C=CC=C1)Cl)=O)CC1=CC=C(C=C1)C#N